[2-(2,4-difluorophenyl) tetrazol-5-yl]-[6-methoxy-1-methyl-4-(1-methylpyrazol-4-yl)-3,4-dihydro-1H-isoquinolin-2-yl] ketone FC1=C(C=CC(=C1)F)N1N=C(N=N1)C(=O)N1C(C2=CC=C(C=C2C(C1)C=1C=NN(C1)C)OC)C